ethyl 6-((1R,5S)-9-oxa-3-azabicyclo[3.3.1]nonan-3-yl)quinoline-4-carboxylate [C@H]12CN(C[C@H](CCC1)O2)C=2C=C1C(=CC=NC1=CC2)C(=O)OCC